C([C@H](O)[C@@H](O)C(=O)N)(=O)N (+)-L-tartaric acid diamide